5-Bromo-3-(1-methylpyrazol-4-yl)-1-tetrahydropyran-2-yl-indazole BrC=1C=C2C(=NN(C2=CC1)C1OCCCC1)C=1C=NN(C1)C